(3-Bromopropyl)isopropylsulfonamide BrCCCNS(=O)(=O)C(C)C